[3-(tert-Butyl-diphenyl-silanyloxy)-2,2-difluoro-propyl]-[2-(5-fluoro-1H-indol-3-yl)-1-methyl-ethyl]-amine C(C)(C)(C)[Si](OCC(CNC(CC1=CNC2=CC=C(C=C12)F)C)(F)F)(C1=CC=CC=C1)C1=CC=CC=C1